CN(CCOC=1C=CC(=C(C(=O)N[C@H](C)C2=CC(=CC(=C2)C=2C=NN(C2)CC(F)(F)F)C=2C=NN(C2)CCN2CCOCC2)C1)C)C (R)-5-(2-(dimethylamino)ethoxy)-2-methyl-N-(1-(3-(1-(2-morpholinoethyl)-1H-pyrazol-4-yl)-5-(1-(2,2,2-trifluoroethyl)-1H-pyrazol-4-yl)phenyl)ethyl)benzamide